ClC=1C=CC(=C(C1)C1(CC1)C(/C=C/[C@H]1[C@@H](C[C@H]2[C@@H]1CCC1=C(O2)C=C(C=C1)C(=O)O)O)O)F (1R,2R,3aS,10aR)-1-{(1E,3ξ)-3-[1-(5-chloro-2-fluorophenyl)cyclopropyl]-3-hydroxy-1-propen-1-yl}-2-hydroxy-2,3,3a,9,10,10a-hexahydro-1H-benzo[b]cyclopenta[f]oxepin-6-carboxylic acid